NC1=C(N=CC(=N1)N1CCC2([C@H](CC(C2)=O)N)CC1)SC1=C2C(CN(C2=CC=C1)C)(F)F (S)-8-(6-amino-5-((3,3-difluoro-1-methylindolin-4-yl)thio)pyrazin-2-yl)-2-oxo-8-azaspiro[4.5]decan-4-amine